FC=1C=C(CN2CCCC2)C=CC1B1OC(C(O1)(C)C)(C)C 1-(3-fluoro-4-(4,4,5,5-tetramethyl-1,3,2-dioxaborolan-2-yl)benzyl)pyrrolidine